(S)-7-(8-methylnaphthalen-1-yl)-2-((1-methylpyrrolidin-2-yl) methoxy)-5,6,7,8-tetrahydropyrido[3,4-d]pyrimidin-4-yl trifluoromethanesulfonate FC(S(=O)(=O)OC=1C2=C(N=C(N1)OC[C@H]1N(CCC1)C)CN(CC2)C2=CC=CC1=CC=CC(=C21)C)(F)F